CN1C(=NC2=C(N=C(N=C2C2=CC=C(C#N)C=C2)N2CC(OCC2)C=2C=NN(C2)C)C1=O)C(F)(F)F 4-(7-methyl-2-(2-(1-methyl-1H-pyrazol-4-yl)morpholino)-8-oxo-6-(trifluoromethyl)-7,8-dihydropyrimido[5,4-d]pyrimidin-4-yl)benzonitrile